C(C)(C)(C)OC(=O)N1CC(C1)S(=O)(=O)C1=NC=CC(=C1)C(=O)O 2-(1-tert-Butoxycarbonyl-azetidin-3-yl)sulfonylpyridine-4-carboxylic acid